ClC1=CC=C2C(=N1)C(=CN2)NC2=NC1=C(N2)C=CC(=C1)OCCOC N-(5-Chloro-1H-pyrrolo[3,2-b]pyridin-3-yl)-5-(2-methoxyethoxy)-1H-benzo[d]imidazol-2-amine